C(#N)C=1C=NN2C1C(=CC(=C2)OCC)C=2C=CC(=NC2)N2CCC(CC2)(CN2CCOCC2)NC(CC(C)(C)O)=O N-(1-(5-(3-cyano-6-ethoxypyrazolo[1,5-a]pyridin-4-yl)pyridin-2-yl)-4-(morpholinomethyl)piperidin-4-yl)-3-hydroxy-3-methylbutanamide